CN(C)C1=CC=C(C(=O)OCCOC(C(=C)C)=O)C=C1 2-(methacryloyloxy)ethyl 4-(N,N-dimethylamino)benzoate